C(C)C=1C=C(C=C(C1O)CC)SC1=CC(=C(C(=C1)CC)O)CC (3,5-diethyl-4-hydroxyphenyl) sulfide